5-{1,4-dioxaspiro[4.5]decan-8-ylamino}furo[2,3-c]pyridine-2-carbonitrile O1CCOC12CCC(CC2)NC=2C=C1C(=CN2)OC(=C1)C#N